4-(tert-butyl)-6-methyl-2-aminophenol C(C)(C)(C)C1=CC(=C(C(=C1)C)O)N